CC1(OB(OC1(C)C)C=1SC=CC1)C 4,4,5,5-Tetramethyl-2-(thiophen-2-yl)-1,3,2-dioxaborolane